5-bromo-3-(bromomethyl)-7-methylbenzo[1,2-b:3,4-b']Difuran BrC1=CC2=C(OC=C2CBr)C2=C1OC(=C2)C